C1(=CC=CC=C1)C1CCC=2N1C1=C(N2)C=CC(=C1)C=1C=NC=CC1 1-phenyl-7-(pyridin-3-yl)-2,3-dihydro-1H-benzo[d]pyrrolo[1,2-a]imidazole